C1(CCCCC1)C=1C(=CC(=C(C1)C(CC1=CC(=C(C=C1C)O)C1CCCCC1)C1=CC(=C(C=C1C)O)C1CCCCC1)OC)O 4,4'-[(5-cyclohexyl-4-hydroxy-2-methoxyphenyl)ethylene]bis(2-cyclohexyl-5-methylphenol)